(3aR,5R,6R,6aR)-6-benzyloxy-2,2-dimethyl-5-[(2S)-oxiran-2-yl]-3a,5,6,6a-tetra-hydrofuro[2,3-d][1,3]dioxole C(C1=CC=CC=C1)O[C@@H]1[C@H](O[C@@H]2OC(O[C@@H]21)(C)C)[C@H]2OC2